CNC(C(CCC(C(=O)N)NC(=O)C1=COC(=C1)S(N)(=O)=O)=O)=O N6-methyl-5-oxo-2-(5-sulfamoylfuran-3-carboxamido)hexandiamid